[Na+].P(OC(C)=O)([O-])=O acetyl phosphonate-sodium salt